4-(3-phenyl-5-(triphenylen-2-yl)phenyl)-dibenzothiophene C1(=CC=CC=C1)C=1C=C(C=C(C1)C1=CC=2C3=CC=CC=C3C3=CC=CC=C3C2C=C1)C1=CC=CC2=C1SC1=C2C=CC=C1